3-(1H-1,2,4-triazol-1-yl)propyl-3-(trimethoxysilyl)-N-(3-(trimethoxysilyl)propyl)propan-1-amine N1(N=CN=C1)CCCC(CC[Si](OC)(OC)OC)NCCC[Si](OC)(OC)OC